C(CC)S(=O)CCC di-n-propylsulfoxide